(Z)-10-tetradecenyl-acetate C(CCCCCCCC\C=C/CCC)CC(=O)[O-]